FC(OC=1C=C(CN2CCN(CC2)C=2C=CC3=C(C=C(O3)C(=O)N)C2)C=CC1)(F)F 5-[4-(3-trifluoromethoxy-benzyl)-piperazin-1-yl]-benzofuran-2-carboxylic acid amide